C1(=CC=CC=C1)C=1N=C(SC1)NC(C1=C(C=C(C=C1)Br)NS(=O)(=O)C=1C=NC=CC1)=O N-(4-phenylthiazol-2-yl)-4-bromo-2-(pyridine-3-sulfonylamino)benzamide